ClC1=C(C=CC=C1OC)C(=O)N1C[C@@H]2CO[C@@H](CN2CC1)C1=NC=C(C=C1)Br |r| (2-Chloro-3-methoxyphenyl)-[rac-(3S,9aR)-3-(5-bromo-2-pyridyl)-3,4,6,7,9,9a-hexahydro-1H-pyrazino[2,1-c][1,4]oxazin-8-yl]methanon